4-cyano-N-[2-(4,4-dimethylcyclohexen-1-yl)-6-(9-methyl-3,9-diazabicyclo[3.3.1]nonan-3-yl)-3-pyridyl]-1-(2-trimethylsilylethoxymethyl)imidazole-2-carboxamide C(#N)C=1N=C(N(C1)COCC[Si](C)(C)C)C(=O)NC=1C(=NC(=CC1)N1CC2CCCC(C1)N2C)C2=CCC(CC2)(C)C